C12CNCC(CC1)N2C=2SC=1CN(C(CC1N2)(C)C)C(C(C)C)=O 1-(2-(3,8-diazabicyclo[3.2.1]octan-8-yl)-6,6-dimethyl-6,7-dihydrothiazolo[5,4-c]pyridin-5(4H)-yl)-2-methylpropan-1-one